C12CN(CC(CCC1)C2)CC=2C=CC(=C(C2)CN2N=CC=1N=C(N=C(C12)NCCCC)N)OC 1-{[5-({3-azabicyclo-[3.3.1]nonan-3-yl}methyl)-2-methoxyphenyl]methyl}-N7-butyl-1H-pyrazolo[4,3-d]pyrimidine-5,7-diamine